C(C)(C)(C)OC(=O)N1CCN(CC1)C=1C=C2C(N(C(C2=C(C1)F)=O)C1C(NC(CC1)=O)=O)=O 4-[2-(2,6-Dioxopiperidin-3-yl)-7-fluoro-1,3-dioxo-2,3-dihydro-1H-isoindol-5-yl]piperazine-1-carboxylic acid tert-butyl ester